9-ethyl-6-nitro-9H-carbazole C(C)N1C2=CC=C(C=C2C=2C=CC=CC12)[N+](=O)[O-]